5-bromo-3-(ethylsulfonyl)-2-[6-(trifluoromethyl)pyrazolo[4,3-c]pyridin-2-yl]pyridine BrC=1C=C(C(=NC1)N1N=C2C(C=NC(=C2)C(F)(F)F)=C1)S(=O)(=O)CC